acrylic acid methyl-acrylate COC(C=C)=O.C(C=C)(=O)O